(phenyl)[(Phenyl)(spirobifluorenyl)triazinyl]dibenzofuran C1(=CC=CC=C1)C1=C(C2=C(OC3=C2C=CC=C3)C=C1)C1=NN=NC(=C1C=1C3(C2=CC4=CC=CC=C4C2=CC1)C=CC=C1C2=CC=CC=C2C=C13)C1=CC=CC=C1